6-(2-benzotriazolyl)-4-tert-butyl-6'-tert-butyl-4'-methyl-2,2'-methylenebisphenol N=1N(N=C2C1C=CC=C2)C2=CC(=CC(=C2O)CC2=C(C(=CC(=C2)C)C(C)(C)C)O)C(C)(C)C